NC1=NC=CC2=CC=C(C=C12)C1=CC=C2CC[C@H](C2=C1)OC1=C(C=CC(=C1)C)CC(=O)OCC (R)-ethyl 2-(2-((6-(1-aminoisoquinolin-7-yl)-2,3-dihydro-1H-inden-1-yl)oxy)-4-methylphenyl)acetate